(1S,3S,4S)-N-[(1R)-1-cyano-2-[(3R)-2-oxo-3-piperidyl]ethyl]-2-[(2S)-3-cyclobutyl-2-[(2,2,2-trifluoroacetyl)amino]propanoyl]-5,5-difluoro-2-azabicyclo[2.2.2]octane-3-carboxamide C(#N)[C@@H](C[C@@H]1C(NCCC1)=O)NC(=O)[C@H]1N([C@@H]2CC([C@H]1CC2)(F)F)C([C@H](CC2CCC2)NC(C(F)(F)F)=O)=O